OC(C(C=O)C1=CC=CC=C1)(C)C 3-hydroxy-3-methyl-2-phenylbutan-1-one